FC1=CC=C(C=C1)C1=NC(=CC(=C1)C(C)(C)NC(OCC1=CC=CC=C1)=O)O[C@H]1[C@@H]2CN(C[C@]12C)C(=O)C=1C(=NN(C1)C1=NC=CC=N1)C |o1:28,29,33| benzyl rel-(2-(2-(4-fluorophenyl)-6-(((1R,5S,6s)-1-methyl-3-(3-methyl-1-(pyrimidin-2-yl)-1H-pyrazole-4-carbonyl)-3-azabicyclo[3.1.0]hexan-6-yl)oxy)pyridin-4-yl)propan-2-yl)carbamate